2-acryloxyethoxy-2-hydroxybenzophenone C(C=C)(=O)OCCOC=1C(=C(C(=O)C2=CC=CC=C2)C=CC1)O